3-({6-chloro-4-[(1r,3s)-3-methyl-1-(4-methyl-1,2,4-triazol-3-yl)cyclobutyl]pyridin-2-yl}amino)propanenitrile ClC1=CC(=CC(=N1)NCCC#N)C1(CC(C1)C)C1=NN=CN1C